1-(2-iodo-4-nitrophenyl)-4-methylpiperazine IC1=C(C=CC(=C1)[N+](=O)[O-])N1CCN(CC1)C